4-amino-N-((3S)-6-bromo-2,3-dihydro-1-benzofuran-3-yl)-N-methyl-1,3-dihydrofuro[3,4-c]-[1,7]naphthyridine-8-carboxamide NC1=NC=2C=NC(=CC2C2=C1COC2)C(=O)N(C)[C@@H]2COC1=C2C=CC(=C1)Br